C(C)(=O)N1C[C@H](N(CC1)C1=C(N=NC(=C1)N1CC2CCC(C1)O2)CNC(=O)C2=CC=NN2)C N-((4-((R)-4-acetyl-2-methylpiperazin-1-yl)-6-(8-oxa-3-azabicyclo[3.2.1]Octane-3-yl)pyridazin-3-yl)methyl)-1H-pyrazole-5-carboxamide